C(C1=CC=CC=C1)O[C@H]1[C@H]([C@@H](O[C@@H]1CO)N1C=NC=2C(=O)NC(N)=NC12)OCCOC 3'-O-benzyl-2'-O-methoxyethyl-guanosine